NC1CN(CCN1)C1=C(C=CC=2OCCOC21)C 5-(3-aminopiperazin-1-yl)-6-methyl-2,3-dihydro-1,4-benzodioxine